1-(5-bromo-2-fluorophenyl)-2,2,2-trifluoroethanone BrC=1C=CC(=C(C1)C(C(F)(F)F)=O)F